2,4,6-trimethyl-benzoyl-phenylphosphonic acid CC1=C(C(=O)C2=C(C=CC=C2)P(O)(O)=O)C(=CC(=C1)C)C